ClC1=CC=C(C(=N1)C(=O)O)N[C@H](C)C1=C2N=C(C(=NC2=CC(=C1)C)C#N)N1CCN(CC1)C1=NC=CC=C1 (R)-6-chloro-3-((1-(2-cyano-7-methyl-3-(4-(pyridin-2-yl)piperazin-1-yl)quinoxalin-5-yl)ethyl)amino)picolinic acid